Cl.C(C)(C)OC(C(C)N)=O 2-aminopropionic acid (S)-isopropyl ester hydrochloride